tetramethyl-4,4'-biphenyldicarboxylic acid CC1=C(C(=C(C(=C1C1=CC=C(C=C1)C(=O)O)C)C)C(=O)O)C